CC1=CC=CC=N1 o-methylpyridine